ClC=1C=C(C=C(C1F)Cl)C1(CC(=NO1)N1CC2=C(C1)C(=C(S2)C(=O)NC2(CC2)C)C)C(F)(F)F 5-(5-(3,5-dichloro-4-fluorophenyl)-5-(trifluoromethyl)-4,5-dihydroisoxazol-3-yl)-3-methyl-N-(1-methylcyclopropyl)-5,6-dihydro-4H-thieno[2,3-c]pyrrole-2-carboxamide